FC(C1=CC(=C(S1)C(=O)N)N1CC2(COC2)C1)F 5-(difluoromethyl)-3-(2-oxa-6-azaspiro[3.3]heptan-6-yl)thiophene-2-carboxamide